C(C)(C)S(=O)(=O)C1=CC=C(C=C1)C=1N=C(C(=NC1)NC(OC(=O)OC(C)(C)C)=O)C1=CC(=NO1)C1=NC=C(C=C1)N=C=S (tert-butoxycarbonyl) (5-(4-(isopropylsulfonyl)phenyl)-3-(3-(5-isothiocyanatopyridin-2-yl)isoxazol-5-yl) Pyrazin-2-yl)carbamate